N-(5-cyano-6-(2H-1,2,3-triazol-2-yl)pyridin-3-yl)-1-(5-fluoro-3-methylpyridin-2-yl)-5-(trifluoromethyl)-1H-pyrazole-4-carboxamide C(#N)C=1C=C(C=NC1N1N=CC=N1)NC(=O)C=1C=NN(C1C(F)(F)F)C1=NC=C(C=C1C)F